C[Si](C1OCOC1)(C)C 4-trimethylsilyl-1,3-dioxolane